7,8-dihydro-6H-pyrimido[5,4-b][1,4]oxazin-4-amine N1=CN=C(C=2OCCNC21)N